(1-(1-(4-fluoro-2-(trifluoromethyl)phenyl)ethyl)-1H-pyrazol-4-yl)-5-(pyridin-2-yl)isoxazole-3-carboxamide FC1=CC(=C(C=C1)C(C)N1N=CC(=C1)C=1C(=NOC1C1=NC=CC=C1)C(=O)N)C(F)(F)F